2-chloro-N-(3-chlorophenyl)-6-methyl-7-tosyl-7H-pyrrolo[2,3-d]pyrimidin-4-amine ClC=1N=C(C2=C(N1)N(C(=C2)C)S(=O)(=O)C2=CC=C(C)C=C2)NC2=CC(=CC=C2)Cl